(7S)-7-(tert-butyl)-2-chloro-4,8-dimethyl-7,8-dihydropteridin-6(5H)-one C(C)(C)(C)[C@H]1C(NC=2C(=NC(=NC2N1C)Cl)C)=O